ClC=1C=NN(C1C(=O)NC1=NC=C(C=C1C)C#CC1=CC=CC=C1)CC1CCOCC1 4-chloro-N-(3-methyl-5-(phenylethynyl)pyridin-2-yl)-1-((tetrahydro-2H-pyran-4-yl)methyl)-1H-pyrazole-5-carboxamide